tert-butyl 3-[1-(tert-butoxy)-3-(3-formyl-1-benzofuran-5-yl)-1-oxopropane-2-yl]pyrrolidine-1-carboxylate C(C)(C)(C)OC(C(CC=1C=CC2=C(C(=CO2)C=O)C1)C1CN(CC1)C(=O)OC(C)(C)C)=O